C(C)(C)(C)OC(=O)N1CCN(CC1)C1=CC=C2C(N(C(NC2=C1)C1=CC=C(C=C1)C#N)C1=CC=C(C=C1)OC)=O 4-(2-(4-Cyanophenyl)-3-(4-methoxyphenyl)-4-oxo-1,2,3,4-tetrahydroquinazolin-7-yl)piperazine-1-carboxylic acid tert-butyl ester